CC1=C(N=CS1)C1=CC=CC=C1 5-methyl-4-phenyl-1,3-thiazol